ClC1=C(C=CC=C1)C1=CC=CC=2OC3=C(C21)C=CC=2C=CC=CC23 7-(2-chlorophenyl)-benzo[b]naphtho[2,1-d]furan